3-[2-hydroxy-3-(2,4,6-trimethylphenylamino)propyl]-1H-1,2,4-triazol-5(4H)-one OC(CC1=NNC(N1)=O)CNC1=C(C=C(C=C1C)C)C